C(C)(C)(C)OC(NC1=C(N=NS1)C(NCC1=CC=C(C=C1)Cl)=O)=O [4-(4-chloro-benzylcarbamoyl)-[1,2,3]thiadiazol-5-yl]-carbamic acid tert-butyl ester